trifluorostyrenephosphonic acid FC1=C(C(=C(P(O)(=O)O)F)F)C=CC=C1